NC1=CC=CC(=N1)S(=O)(=O)NC(=O)C=1C(=NC(=C(C1)C=1CCN(CC1)C(CC1CCCCC1)=O)C(C)(C)C)N1C(C[C@@H](C1)C)(C)C N-[(6-Amino-2-pyridyl)sulfonyl]-6-tert-butyl-5-[1-(2-cyclohexylacetyl)-3,6-dihydro-2H-pyridin-4-yl]-2-[(4S)-2,2,4-trimethylpyrrolidin-1-yl]pyridin-3-carboxamid